(2S,3S)-3-amino-N-cyclopropyl-6,6-difluoro-2-hydroxyheptanamide hydrochloride Cl.N[C@H]([C@@H](C(=O)NC1CC1)O)CCC(C)(F)F